N[C@@H](C(=O)NCC1=CC=CC=C1)COC (R)-2-amino-N-benzyl-3-methoxypropionamide